maleic diethylester C(C)OC(\C=C/C(=O)OCC)=O